N-(3,5-difluorophenyl)-6-(4,4,5,5-tetramethyl-1,3,2-dioxaborolan-2-yl)-1-naphthalenecarboxamide FC=1C=C(C=C(C1)F)NC(=O)C1=CC=CC2=CC(=CC=C12)B1OC(C(O1)(C)C)(C)C